C(C)C1=NC2=CC=C(C=C2NC1=O)CN1CC2(CN(C2)C=2C=CC(=NC2)C(=O)NC)C1 5-(6-((2-ethyl-3-oxo-3,4-dihydroquinoxalin-6-yl)methyl)-2,6-diazaspiro[3.3]heptan-2-yl)-N-methylpicolinamide